6-((2-hydroxyethyl)amino)hexyl 4,4-bis(octyloxy)butanoate C(CCCCCCC)OC(CCC(=O)OCCCCCCNCCO)OCCCCCCCC